FC12CC(C1)(C2)C2=NNC(=C2C(F)(F)F)C(=O)N 3-(3-fluorobicyclo[1.1.1]pentan-1-yl)-4-(trifluoromethyl)-1H-pyrazole-5-carboxamide